FC=1C(=C2C=NN(C2=CC1)COCC[Si](C)(C)C)C(F)(F)F 5-fluoro-4-(trifluoromethyl)-1-((2-(trimethylsilyl)ethoxy)methyl)-1H-indazole